C(CCCCCCCC)C(C(=O)O)OCCC nonylpropoxyacetic acid